C1(CCCCC1)C=1NC(=CN1)C1=CC=2C(N(C=C(C2O1)C1=C(C=CC(=C1)C(C)(C)O)OC1=C(C=C(C=C1C)F)C)C)=O 2-(2-Cyclohexyl-1H-imidazol-5-yl)-7-(2-(4-fluoro-2,6-dimethylphenoxy)-5-(2-hydroxypropane-2-yl)phenyl)-5-methylfuro[3,2-c]pyridin-4(5H)-one